5-trifluoromethyl-cytosine tert-butyl-(3R,5R)-3-phenyl-5-(pyridine-2-amido)piperidine-1-carboxylate C(C)(C)(C)C1N(C[C@@H](C[C@@H]1C1=CC=CC=C1)NC(=O)C1=NC=CC=C1)C(=O)O.FC(C=1C(=NC(NC1)=O)N)(F)F